C(C1=CC=CC=C1)OCCC(=O)N1CC(NC2=CC(=C(C=C12)C)C)=O 4-(3-(benzyloxy)propanoyl)-6,7-dimethyl-3,4-dihydroquinoxalin-2(1H)-one